ClC=1C=C(C=NC1C1=NN(C=C1)C)NC(=O)C=1C=NN(C1C(F)(F)F)C1=CN=CC2=CC=CC=C12 N-(5-Chloro-6-(1-methyl-1H-pyrazol-3-yl)pyridin-3-yl)-1-(isochinolin-4-yl)-5-(trifluoromethyl)-1H-pyrazol-4-carboxamid